FC1=CN=CC2=C1N=CN=C2 8-fluoropyrido[4,3-d]pyrimidine